NC=1NC(C=2N=CN(C2N1)[C@@H]1O[C@@]([C@H]([C@@H]1F)O)(CO)CCl)=O 2-amino-9-[(2R,3S,4R,5R)-5-(chloromethyl)-3-fluoro-4-hydroxy-5-(hydroxymethyl)oxolan-2-yl]-1H-purin-6-one